4-cyclopropyl-phenyl-sulfonium C1(CC1)C1=CC=C(C=C1)[SH2+]